O[C@@H]1CN(CC[C@H]1OC1=CC(=CC=C1)C(F)(F)F)C(=O)OC(C)(C)C tert-butyl (3R,4R)-3-hydroxy-4-(3-(trifluoromethyl)phenoxy)piperidine-1-carboxylate